1-(but-3-yn-1-yl)-4-isothiocyanatobenzene C(CC#C)C1=CC=C(C=C1)N=C=S